2-Aminoethyl 4-phenylbutanoate C1(=CC=CC=C1)CCCC(=O)OCCN